ClC=1C=CC2=CC=C3C=CC(=NC3=C2N1)C1=CC=C(C2=C1OC=1C2=NC=CC1)OC 6-(9-chloro-1,10-phenanthroline-2-yl)9-methoxybenzofurano[3,2-b]pyridine